4-(7-fluoroimidazo[1,2-a]pyridin-3-yl)-7-((5-(4-hydroxy-4-(morpholino-methyl)piperidin-1-yl)pyridin-2-yl)amino)isoindolin-1-one FC1=CC=2N(C=C1)C(=CN2)C2=C1CNC(C1=C(C=C2)NC2=NC=C(C=C2)N2CCC(CC2)(CN2CCOCC2)O)=O